C(C)C1(C(N([C@H](C1)CCN1[C@H](CN(CC1)C1=CC=C(C=C1)F)C)C)=O)CC (R)-3,3-diethyl-5-(2-((S)-4-(4-fluorophenyl)-2-methylpiperazin-1-yl)ethyl)-1-methylpyrrolidin-2-one